((S)-2-(2-(4-chlorophenyl)-2-methylpropanamido)-3-(4-(trifluoromethyl)phenyl)propanoyl)-D-glutamic acid ClC1=CC=C(C=C1)C(C(=O)N[C@H](C(=O)N[C@H](CCC(=O)O)C(=O)O)CC1=CC=C(C=C1)C(F)(F)F)(C)C